BrC=1C=C(C(=NC1)N)OC(F)F 5-bromo-3-(difluoro-methoxy)pyridin-2-amine